C(CC)CS(=O)(=O)OC1=CC(=CC(=C1)F)F 1-(3,5-difluorophenyl) propylmethanesulfonate